OC=1CCN(C(C1)=O)C(=O)[O-] 4-hydroxy-6-oxo-3,6-dihydropyridine-1(2H)-carboxylate